OCCN1C(N(C(N(C1=O)CCO)=O)CCO)=O 1,3,5-tri(2-hydroxyethyl)-1,3,5-triazine-2,4,6-trione